N(=[N+]=[N-])[C@@](CO)(N)[C@H](OC(C1=CC=CC=C1)=O)\C=C\CCCCCCCCCCCCC 2-azido-3-O-benzoyl-sphingosine